N-(2-Methoxyethyl)-2-(1-methyl-1H-imidazol-2-yl)-5-phenyl-6-(pyridin-4-yl)pyrrolo[2,1-f][1,2,4]triazin-4-amine COCCNC1=NC(=NN2C1=C(C(=C2)C2=CC=NC=C2)C2=CC=CC=C2)C=2N(C=CN2)C